FC(S(=O)(=O)O)(F)F.C(C)(C)(C)P(C1=C(C(=CC=C1OC)OC)C1=C(C=C(C=C1C(C)C)C(C)C)C(C)C)C(C)(C)C di-tert-butyl[3,6-dimethoxy-2',4',6'-tris(propan-2-yl)-[1,1'-biphenyl]-2-yl]phosphane trifluoromethanesulfonate